R-2-[6-cyano-5-(aminoethylamino)-pyridin-3-yl]amino-6-oxo-(5H)-pyrido[3,2-d]pyrimidine hydrochloride Cl.C(#N)C1=C(C=C(C=N1)NC=1N=CC2=C(N1)C=CC(N2)=O)NCCN